OCCC1(CC1)NC(=O)C1=C(OC=2N=CN=C(C21)NC2(CC2)C)C N-[1-(2-hydroxyethyl)cyclopropyl]-6-methyl-4-[(1-methylcyclopropyl)amino]furo[2,3-d]pyrimidine-5-carboxamide